(6R)-6-((2-fluoroethyl)amino)-N'-((1,2,3,5,6,7-hexahydro-s-indacen-4-yl)carbamoyl)-6,7-dihydro-5H-pyrazolo[5,1-b][1,3]oxazine-3-sulfonimidamide FCCN[C@@H]1CN2C(OC1)=C(C=N2)S(=O)(N)=NC(NC2=C1CCCC1=CC=1CCCC21)=O